NCCCN(CCCCCCCC(=O)OCCC(CCCC)CCCC)CCCCCCCC(OC(CCCCCCC)CCCCCCC)=O 3-butylheptyl 8-((3-aminopropyl)(8-oxo-8-(pentadecan-8-yloxy)octyl)amino)octanoate